7-((R)-3-Methoxy-pyrrolidin-1-yl)-2-m-tolyl-imidazo[1,2-a]pyridine CO[C@H]1CN(CC1)C1=CC=2N(C=C1)C=C(N2)C=2C=C(C=CC2)C